N[C@H](C)C(=O)OC1=C2C(=CNC2=CC=C1)CCN(C([2H])([2H])[2H])C([2H])([2H])[2H] 3-(2-(bis(methyl-d3)amino) ethyl)-1H-indol-4-yl D-alaninate